C(C1=CC=CC=C1)OC(=O)N[C@H](C(=O)N[C@H](C(=O)O)CNC(=O)OC(C)(C)C)C(C)OC(C)(C)C (S)-2-((S)-2-benzyloxycarbonylamino-3-tert-butoxy-butyrylamino)-3-tert-butoxycarbonylamino-propionic acid